8-(4-Chlorophenyl)-3-methyl-1-(2-methyl-5-(trifluoromethyl)phenyl)-1,3-dihydro-2H-imidazo[4,5-c]quinolin-2-imine ClC1=CC=C(C=C1)C1=CC=2C3=C(C=NC2C=C1)N(C(N3C3=C(C=CC(=C3)C(F)(F)F)C)=N)C